CC(=CCOC=1C=CC(=C(OCC(=O)O)C1)C(\C=C\C1=CC=C(C=C1)OCC=C(C)C)=O)C 2-[5-(3-methylbut-2-enoxy)-2-[(E)-3-[4-(3-methylbut-2-enoxy)phenyl]prop-2-enoyl]phenoxy]acetic acid